N-α-Cbz-L-lysine C1=CC=C(C=C1)COC(=O)N[C@@H](CCCCN)C(=O)O